CN(C1=CC=C(C(=O)O)C=C1)C=1C2=C(N=CN1)NC=C2 4-(methyl-(7H-pyrrolo[2,3-d]pyrimidin-4-yl)amino)benzoic acid